4-(5-(5-(2,3-dimethylphenyl)-6-methoxy-1H-pyrazolo[4,3-b]pyridin-3-yl)pyridin-2-yl)morpholine CC1=C(C=CC=C1C)C1=C(C=C2C(=N1)C(=NN2)C=2C=CC(=NC2)N2CCOCC2)OC